FC(C=1C=C(C=CC1F)NC(N(C)[C@@H]1COCC=2NC(C=3C=C(C=CC3C21)F)=O)=O)F (S)-3-(3-(difluoromethyl)-4-fluorophenyl)-1-(8-fluoro-6-oxo-1,4,5,6-tetrahydro-2H-pyrano[3,4-c]isoquinolin-1-yl)-1-methylurea